N(N)C1=CC2=C(NC=N2)C=C1 5-hydrazinyl-1H-benzo[d]imidazole